N[C@H]1[C@H](COCC1)O (3R,4R)-4-amino-3-hydroxytetrahydropyran